Ethyl N-butyl-N-methyl-carbamate C(CCC)N(C(OCC)=O)C